5-(2,4-dihydroxy-5-propan-2-ylphenyl)-N-ethyl-4-[4-(morpholin-4-ylmethyl)phenyl]-1,2-oxazole-3-carboxamide OC1=C(C=C(C(=C1)O)C(C)C)C1=C(C(=NO1)C(=O)NCC)C1=CC=C(C=C1)CN1CCOCC1